C(C)C1OC(OC1=C)=O 4-ethyl-5-methylene-1,3-dioxolan-2-one